diethyl-2-(cyclohexylmethyl)-2-isobutylsuccinate C(C)OC(C(CC(=O)OCC)(CC(C)C)CC1CCCCC1)=O